amino-N-(3-chloro-4-fluorophenyl)-3-hydroxypropionamide NC(C(=O)NC1=CC(=C(C=C1)F)Cl)CO